ClC1=C(C=CC=C1)C1=C(C2=C(N=C(N=C2)NC=2C=NN(C2)CCN(C)C)N(C1=O)[C@@H]1CN(CCC1)CCC)C (S)-6-(2-chlorophenyl)-2-((1-(2-(dimethylamino)ethyl)-1H-pyrazol-4-yl)amino)-5-methyl-8-(1-propylpiperidin-3-yl)pyrido[2,3-d]pyrimidin-7(8H)-one